FC1=CC=C(C=C1)[C@H](C)OC1=C(C=CC(=C1)NS(=O)(=O)CC(F)(F)F)C1=NNC(=C1C(=O)N)NC1=NC=CN=C1 (S)-3-(2-(1-(4-fluorophenyl)ethoxy)-4-((2,2,2-trifluoroethyl)sulfonamido)phenyl)-5-(pyrazin-2-ylamino)-1H-pyrazole-4-carboxamide